1-(difluoromethyl-d)-2-(naphthalen-2-yl)disulfane FC(SSC1=CC2=CC=CC=C2C=C1)([2H])F